5-Piperidin-1-yl-pent-2-enoic acid [4-(3-chloro-4-fluoro-phenylamino)-7-methylsulfanyl-quinazolin-6-yl]-amide ClC=1C=C(C=CC1F)NC1=NC=NC2=CC(=C(C=C12)NC(C=CCCN1CCCCC1)=O)SC